(S)-N-((R)-1-(3-((7',7'-dimethyl-5'-oxo-5'H,7'H-spiro[cyclopropane-1,8'-pyrano[4,3-b]pyridin]-2'-yl)amino)-8-methoxyisoquinolin-5-yl)propyl)-2-methylpropane-2-sulfinamide CC1(C2(C3=NC(=CC=C3C(O1)=O)NC=1N=CC3=C(C=CC(=C3C1)[C@@H](CC)N[S@@](=O)C(C)(C)C)OC)CC2)C